BrC=1C=NN2C1N=C(C=C2)N2CC(N(CC2)CCC(C)(C)C)=O 4-(3-bromopyrazolo[1,5-a]pyrimidin-5-yl)-1-(3,3-dimethylbutyl)piperazin-2-one